C1(C=CC2=CC=CC3=CC=CC1=C23)=O PHENALEN-1-ONE